C(C1=CC=CC=C1)N1CC2(CC1)CCC(CC2)N[C@@H](CCCCN(C)C)C(=O)N2[C@@H](CN(CC2)C=2O[C@H]([C@@H](N2)C)C2=CC=CC=C2)C(=O)NCC=2SC=CC2 (2S)-1-[N2-(2-benzyl-2-azaspiro[4.5]dec-8-yl)-N6,N6-dimethyl-L-lysyl]-4-[(4S,5S)-4-methyl-5-phenyl-4,5-dihydro-1,3-oxazol-2-yl]-N-(thiophen-2-ylmethyl)piperazine-2-carboxamide